C(#N)[C@H]1N(CSC1)C(CNC(=O)C1=CC=NC2=CC=C(C=C12)[C@@H](C)OC)=O |&1:22| N-(2-((R)-4-Cyanothiazolidin-3-yl)-2-oxoethyl)-6-((RS)-1-methoxyethyl)quinoline-4-carboxamide